cis-diphenyl-porphyrin C1(=CC=CC=C1)N1C=2C=CC1=CC=1C=CC(=CC3=CC=C(N3C3=CC=CC=C3)C=C3C=CC(C2)=N3)N1